FC1=C(OC=2C=CN=C3C=C(C(=NC23)OC)O)C(=CC(=C1)[N+](=O)[O-])F 8-(2,6-difluoro-4-nitrophenoxy)-2-methoxy-1,5-naphthyridin-3-ol